ethyl 4,4-difluoro-5-hydroxypentanoate FC(CCC(=O)OCC)(CO)F